C(#N)CC(=O)C1CCN(CC1)C(=O)OC(C)(C)C tert-butyl 4-(2-cyanoacetyl)piperidine-1-carboxylate